ClC=1C=CC(=C(C1)N1CC(N(CC1=O)C(C(=O)OC)CC1=CC=C(C=C1)F)=O)N1N=NC(=C1)Cl methyl 2-(4-(5-chloro-2-(4-chloro-1H-1,2,3-triazol-1-yl)phenyl)-2,5-dioxopiperazin-1-yl)-3-(4-fluorophenyl)propanoate